NCC(CC[Si](OCC)(OCC)C)C 4-amino(3-methylbutyl)-methyldiethoxysilane